1-Ethyl-7-[[(1S)-1-[4-[1-(4-prop-2-enoylpiperazin-1-yl)propyl]phenyl]ethyl]amino]-4H-pyrimido[4,5-d][1,3]oxazin-2-one C(C)N1C(OCC2=C1N=C(N=C2)N[C@@H](C)C2=CC=C(C=C2)C(CC)N2CCN(CC2)C(C=C)=O)=O